(2S)-2-ethoxy-2-phenyl-N-(5-{[(3R)-1-(1,2,4-triazin-3-yl)-3-pyrrolidinyl]amino}-1,3,4-thiadiazol-2-yl)acetamide C(C)O[C@H](C(=O)NC=1SC(=NN1)N[C@H]1CN(CC1)C=1N=NC=CN1)C1=CC=CC=C1